FC(C1=NN(C=C1NC(=O)C=1C=NN2C1N=C(C=C2)N2C[C@@H](OCC2)C)C2CCC(CC2)C=O)F N-[3-(difluoromethyl)-1-(4-formylcyclohexyl)pyrazol-4-yl]-5-[(2S)-2-methylmorpholin-4-yl]pyrazolo[1,5-a]pyrimidine-3-carboxamide